2-{3-[(3-methoxy-1-methyl-1H-pyrazol-4-yl)amino]-1-(propan-2-yl)-1H-indazol-6-yl}propan-2-ol COC1=NN(C=C1NC1=NN(C2=CC(=CC=C12)C(C)(C)O)C(C)C)C